ClC1=C(C(=C(C2=CC=CC=C12)C1=C(C=CC2=CC=CC=C12)P(C1=CC(=CC(=C1)C)C)C1=CC(=CC(=C1)C)C)P(C1=CC(=CC(=C1)C)C)C1=CC(=CC(=C1)C)C)Cl dichloro[(S)-(-)-2,2'-bis[bis(3,5-xylyl)phosphino]-1,1'-binaphthyl]